OC(CCCCCCCCCCCCCCCCCCCCCCCCCCC(=O)O)CC 28-hydroxytriacontanoic acid